BrC1=C(C=C2C(=NC(=NC2=C1F)Cl)N1CCN(CC(C1)(C)O)C(=O)OC(C)(C)C)F tert-butyl 4-(7-bromo-2-chloro-6,8-difluoroquinazolin-4-yl)-6-hydroxy-6-methyl-1,4-diazacycloheptane-1-carboxylate